NC1=C(C=C(C=C1C(=O)N)C1=CC(=NC=C1)N1CCOCC1)C1=C(C(=CC=C1C)O)C 2-amino-3'-hydroxy-2',6'-dimethyl-5-(2-morpholinopyridin-4-yl)-[1,1'-biphenyl]-3-carboxamide